NC1=NC(=C2N=CN(C2=N1)[C@H]1C=C[C@H](C1)COP(=O)(OC1=CC=C(C=C1)Br)N[C@@H](C)C(=O)OC)S Methyl ((((1S,4R)-4-(2-amino-6-mercapto-9H-purin-9-yl)cyclopent-2-en-1-yl) methoxy)(4-bromophenoxy)phosphoryl)-L-alaninate